O1C(=CC2=C1C=CC=C2)C=2C=C(C=CC2)[C@H](C(=O)N2CC1=C(CCC2)N=C(NC1=O)C1(CC1)C1=CC=CC=C1)O (R)-6-(2-(3-(benzofuran-2-yl)phenyl)-2-hydroxyacetyl)-2-(1-phenylcyclopropyl)-3,5,6,7,8,9-hexahydro-4H-pyrimido[5,4-c]azepin-4-one